ClC1=C(C=CC=C1Cl)SC=1SC2=C(N=C(N=C2)N2CCC3(CC2)[C@@H](C2=CC=CC=C2C3)NS(=O)C(C)(C)C)N1 N-((S)-1'-(2-((2,3-dichlorophenyl)thio)thiazolo[4,5-d]pyrimidin-5-yl)-1,3-dihydrospiro[inden-2,4'-piperidin]-1-yl)-2-methylpropan-2-sulfinamide